5-(2-(5-fluoro-2-methoxypyridin-3-yl)pyrrolidin-1-yl)pyrazolo[1,5-a]pyrimidine-3-carboxylic acid (R)-ethyl ester C(C)OC(=O)C=1C=NN2C1N=C(C=C2)N2C(CCC2)C=2C(=NC=C(C2)F)OC